2-[2-(3-hydroxy-4-methoxyphenyl)ethyl]chromone OC=1C=C(C=CC1OC)CCC=1OC2=CC=CC=C2C(C1)=O